(S)-2-((tert-Butoxycarbonyl)amino)-6-methylheptanoic acid C(C)(C)(C)OC(=O)N[C@H](C(=O)O)CCCC(C)C